(5-bromobenzo[d]thiazol-2-yl)-2-(4-((3-cyanopyridin-2-yl)oxy)-3-fluorophenyl)acetamide BrC=1C=CC2=C(N=C(S2)C(C(=O)N)C2=CC(=C(C=C2)OC2=NC=CC=C2C#N)F)C1